FC1=C(C#N)C=CC(=C1)C1=C2C(=CN=C1C=1C=C3C=NN(C3=CC1)C)N(C=C2)C(C)C2CNCC2 2-fluoro-4-(5-(1-methyl-1H-indazol-5-yl)-1-(1-(pyrrolidin-3-yl)ethyl)-1H-pyrrolo[2,3-c]pyridin-4-yl)benzonitrile